CC(CC1=CC=CC=C1)C(CC1=CC=CC=C1)C (2,3-dimethyl-4-phenylbutyl)benzene